N1N=NC2=CC=CC=C12 diazaindole